3,4-dimethylbenzylhydrazine CC=1C=C(CNN)C=CC1C